C(SCCC[Si](OC)(OC)OC)(SCC#N)=S [3-(trimethoxysilyl) propyl] cyanomethyl trithiocarbonate